COC=1C=C2CCN(CC2=CC1NC1=NC2=CC(=CC=C2C=N1)N1C(OC[C@H]1C(C)C)=O)C (4R)-3-{2-[(6-methoxy-2-meth-yl-1,2,3,4-tetrahydroisoquinolin-7-yl)amino]quinazolin-7-yl}-4-(propan-2-yl)-1,3-oxazolidin-2-one